5-(4-(2-(4,6-diphenyl-1,3,5-triazin-2-yl)phenyl)-2,6-bis(4-(3,6-diphenyl-9H-carbazol-9-yl)phenyl)pyridin-3-yl)-5H-pyrido[4,3-b]indole C1(=CC=CC=C1)C1=NC(=NC(=N1)C1=CC=CC=C1)C1=C(C=CC=C1)C1=C(C(=NC(=C1)C1=CC=C(C=C1)N1C2=CC=C(C=C2C=2C=C(C=CC12)C1=CC=CC=C1)C1=CC=CC=C1)C1=CC=C(C=C1)N1C2=CC=C(C=C2C=2C=C(C=CC12)C1=CC=CC=C1)C1=CC=CC=C1)N1C2=C(C=3C=CC=CC13)C=NC=C2